FC1=C(C=CC(=C1)F)N1N=C(C2=CC=CC=C2C1=O)N1CC(CCC1)C(C(=O)O)(C)C 2-(1-(3-(2,4-difluorophenyl)-4-oxo-3,4-dihydro-phthalazin-1-yl)piperidin-3-yl)-2-methylpropanoic acid